2,3,4a,5,7,7a-hexahydropyrrolo[3,4-b][1,4]oxazine-6-carboxylate O1C2C(NCC1)CN(C2)C(=O)[O-]